CC1(CC(=NO1)S(=O)(=O)CC=CC1=CC(=CC=C1)C(F)(F)F)C 5,5-dimethyl-3-((3-(3-(trifluoromethyl)phenyl)allyl)sulfonyl)-4,5-dihydroisoxazole